1-((R)-3,3-difluoro-4-hydroxy-1-azaspiro[4.4]nonan-1-yl)-2-((S)-3,3-difluorocyclopentyl)glyoxal FC1(CN(C2([C@H]1O)CCCC2)C(=O)C(=O)[C@@H]2CC(CC2)(F)F)F